Cl.C(C)(C)C1=NN(C(C2=CC=3C=CSC3N12)=O)CC(=O)N 2-(12-isopropyl-9-oxo-3-thia-1,10,11-triazatricyclo[6.4.0.02,6]dodeca-2(6),4,7,11-tetraen-10-yl)acetamide hydrochloride